2-(6-amino-2-(4,4-difluoropiperidin-1-yl)pyrimidin-4-yl)propan-2-ol NC1=CC(=NC(=N1)N1CCC(CC1)(F)F)C(C)(C)O